N-(4-(4-amino-7-cyano-3-(4-((4-ethylpyrimidin-2-yl)oxy)-3-fluorophenyl)-1-methyl-1H-pyrrolo[3,2-c]pyridin-2-yl)-3-fluorophenyl)methacrylamide hexa-formate salt C(=O)O.C(=O)O.C(=O)O.C(=O)O.C(=O)O.C(=O)O.NC1=NC=C(C2=C1C(=C(N2C)C2=C(C=C(C=C2)NC(C(=C)C)=O)F)C2=CC(=C(C=C2)OC2=NC=CC(=N2)CC)F)C#N